2,2,2-trifluoroethyl 2-[ethyl-[1-[4-(trifluoromethyl)phenyl]ethyl]amino]-2-oxo-acetate C(C)N(C(C(=O)OCC(F)(F)F)=O)C(C)C1=CC=C(C=C1)C(F)(F)F